N-(5-((1s,3s)-3-((pyridin-3-yloxy)methyl)cyclobutyl)-1H-pyrazol-3-yl)pyrazolo[1,5-a]pyrazin-4-amine N1=CC(=CC=C1)OCC1CC(C1)C1=CC(=NN1)NC=1C=2N(C=CN1)N=CC2